NC[C@H](O)C=1C=NN(C1)C1=C(C=C(C#N)C=C1)OC1=NC(=NC(=C1)N1CCC(CC1)(F)F)C 4-[4-[(1R)-2-amino-1-hydroxyethyl]pyrazol-1-yl]-3-[6-(4,4-difluoropiperidin-1-yl)-2-methylpyrimidin-4-yl]oxybenzonitrile